7-((2-(2,6-dioxopiperidin-3-yl)-1,3-dioxoisoindolin-4-yl)thio)heptanamide O=C1NC(CCC1N1C(C2=CC=CC(=C2C1=O)SCCCCCCC(=O)N)=O)=O